OC1=CC=C(C=C1)C1=C(C=C(C=C1)C1=NNC(O[C@H]1C)=O)C(F)(F)F (6S)-5-[4'-Hydroxy-2-(trifluoromethyl)[1,1'-biphenyl]-4-yl]-6-methyl-3,6-dihydro-2H-1,3,4-oxadiazin-2-on